OC=1C(C=C(OC1)CN1N=NC(=C1)COC1=C(C=O)C=CC(=C1)C)=O 2-((1-((5-hydroxy-4-oxo-4H-pyran-2-yl)methyl)-1H-1,2,3-triazol-4-yl)methoxy)-4-methylbenzaldehyde